tert-butyl 2-methyl-4-((4-(methylsulfonyl)phenoxy)methyl)pyrrolidine-1-carboxylate CC1N(CC(C1)COC1=CC=C(C=C1)S(=O)(=O)C)C(=O)OC(C)(C)C